N12CCCN=C2CCC1 1,5-diazabicyclo-[4.3.0]-non-5-ene